C=[B] carbene-boron